C1(CC1)CNC1CN(CC1)C1=CC=C(N=N1)C1=C(C=C(C=C1)C1=C(N=C(S1)C)F)O 2-[6-[3-(cyclopropylmethylamino)pyrrolidin-1-yl]pyridazin-3-yl]-5-(4-fluoro-2-methyl-thiazol-5-yl)phenol